C(C(C)(C)C)(=O)[O-].[K+] Kalium pivalat